methyl 3-(2-(4-(adamantan-1-yl)phenoxy) acetamido)-4-hydroxy-benzoate C12(CC3CC(CC(C1)C3)C2)C2=CC=C(OCC(=O)NC=3C=C(C(=O)OC)C=CC3O)C=C2